FC1=C(C=CC(=C1F)OC1=CC=NC=C1)C1=CN=C(N1C)C(=O)N 5-[2,3-difluoro-4-(4-pyridinyloxy)phenyl]-1-methyl-imidazole-2-carboxamide